(S)-N-(5-chloro-2-(3-hydroxy-3-methylpyrrolidin-1-yl)phenyl)-5-(tetrahydro-2H-pyran-4-yl)furan-2-carboxamide ClC=1C=CC(=C(C1)NC(=O)C=1OC(=CC1)C1CCOCC1)N1C[C@@](CC1)(C)O